O1[C@H](CCC=C1)CO (R)-(3,4-dihydro-2H-pyran-2-yl)-methanol